C(CCC)NC(=O)N1CCC(=CC1)C1=C2C(=NC(=C1)NC(=O)C1CC1)NC=C2 N-butyl-4-(6-(cyclopropanecarboxamido)-1H-pyrrolo[2,3-b]pyridin-4-yl)-3,6-dihydropyridine-1(2H)-carboxamide